FC1=CC=2N(C=C1)C(=CN2)C2=C1CNC(C1=C(C=C2)NC2=NC(=C(C=C2)[C@@H]2COCC2)CN2C[C@H](CC2)F)=O 4-(7-fluoro-imidazo[1,2-a]pyridin-3-yl)-7-((6-(((S)-3-fluoro-pyrrolidin-1-yl)methyl)-5-((R)-tetrahydrofuran-3-yl)pyridin-2-yl)amino)isoindolin-1-one